5-((2-fluorobenzyl)oxy)-2-methylbenzo[b]thiophene-3-carboxylic acid FC1=C(COC2=CC3=C(SC(=C3C(=O)O)C)C=C2)C=CC=C1